5-(((S)-1-(((R)-1-((3R,4R)-3-hydroxy-1-(5-(trifluoromethyl)pyrimidin-2-yl)piperidin-4-yl)-2-oxopyrrolidin-3-yl)oxy)propan-2-yl)amino)-4-(trifluoromethyl)pyridazin-3(2H)-one O[C@@H]1CN(CC[C@H]1N1C([C@@H](CC1)OC[C@H](C)NC1=C(C(NN=C1)=O)C(F)(F)F)=O)C1=NC=C(C=N1)C(F)(F)F